2-(4-amino-4-phenylpiperidin-1-yl)-5-(4-chloro-1-(methyl-d3)-1H-indazol-5-yl)-7H-pyrrolo[2,3-d]pyrimidine-4-carbonitrile NC1(CCN(CC1)C=1N=C(C2=C(N1)NC=C2C=2C(=C1C=NN(C1=CC2)C([2H])([2H])[2H])Cl)C#N)C2=CC=CC=C2